ClC1=C(COC(=O)C2=CC3=C(SCC(N3)=O)C=C2)C(=CC=C1)F 2-chloro-6-fluorobenzyl-3-oxo-3,4-dihydro-2H-benzo[b][1,4]thiazine-6-carboxylate